S(N)(=O)(=O)C1=CC(=C(NCCCNC(OC(C)(C)C)=O)C=C1)S(=O)(=O)C(F)(F)F tert-butyl N-[3-[4-sulfamoyl-2-(trifluoromethylsulfonyl)anilino]propyl]carbamate